C(C)(C)(C)C1=CC(=NN1[C@@H]1[C@H](COC1)O)NC=1N(C=2C(=NC=C(C2Cl)OC=2C=NC=3N(C2)C(=NC3)C3CC3)N1)C (3R,4S)-4-(5-(tert-butyl)-3-((7-chloro-6-((6-cyclopropylimidazo[1,5-a]pyrimidin-3-yl)oxy)-1-methyl-1H-imidazo[4,5-b]pyridin-2-yl)amino)-1H-pyrazol-1-yl)tetrahydrofuran-3-ol